NC1=NC(=CC(=N1)N1CCC2(C[C@H](NC2)C(=O)O)CC1)O[C@@H](C(F)(F)F)C1=C(C=C(C=C1)Cl)C1=CC(=CC=C1)S(=O)(=O)CCC (S)-8-(2-amino-6-((R)-1-(5-chloro-3'-(propylsulfonyl)-[1,1'-biphenyl]-2-yl)-2,2,2-trifluoroethoxy)pyrimidin-4-yl)-2,8-diazaspiro[4.5]decane-3-carboxylic acid